ClC=1C=C2C=NC(=NC2=CC1C1CCN(CC1)[C@@H]1[C@@H](COC1)O)NC=1C=NN(C1Cl)C |o1:17,18| (3S,4S) or (3R,4R)-4-(4-{6-chloro-2-[(5-chloro-1-methyl-1H-pyrazol-4-yl)amino]quinazolin-7-yl}piperidin-1-yl)oxolan-3-ol